C(C)C=1C=C(C=CC1)C1CC2(CNC2)CC1 6-(3-ethylphenyl)-2-azaspiro[3.4]octane